F[C@H]1CN(CC1)C=1SC(=CN1)C(=O)N1CC2(CC1)CCOCC2 (R)-(2-(3-fluoropyrrolidin-1-yl)thiazol-5-yl)(8-oxa-2-azaspiro[4.5]decan-2-yl)methanone